e-D-prolyl-L-lysine N1[C@H](CCC1)C(=O)N[C@@H](CCCCN)C(=O)O